6-(trifluoromethyl)pyridine-3-carboximidamide hydrogen chloride Cl.FC(C1=CC=C(C=N1)C(N)=N)(F)F